(4-(3-hydroxypropyl)-1-phenyl-1H-imidazol-2-yl)-3-(1H-pyrazol-4-yl)benzamide OCCCC=1N=C(N(C1)C1=CC=CC=C1)C1=C(C(=O)N)C=CC=C1C=1C=NNC1